CS(=O)C=1C=CC2=C(C=C(O2)C(=O)OC)C1 methyl 5-methylsulfinylbenzofuran-2-carboxylate